3-(3-(2,6-Difluorophenyl)-4-oxo-3,4-dihydrophthalazin-1-yl)pyridine 1-oxide FC1=C(C(=CC=C1)F)N1N=C(C2=CC=CC=C2C1=O)C=1C=[N+](C=CC1)[O-]